2-((1H-pyrrolo[2,3-b]pyridin-4-yl)methoxy)-5-methoxybenzaldehyde N1C=CC=2C1=NC=CC2COC2=C(C=O)C=C(C=C2)OC